ClCCSC[C@H](N)C(=O)O S-2-chloroethylcysteine